P(O)O.C1(=CC=CC=C1)C=1C(=C(C(=O)[Li])C(=CC1C)C)C phenyl-2,4,6-trimethyl-benzoyl-lithium phosphonite